N1(CCOCC1)C1=NC(=NC(=N1)N1CCOCC1)NNC(NC1=CC=CC=C1)=S 2-(4,6-dimorpholine-4-yl-1,3,5-triazine-2-yl)-N-phenylhydrazine-carbothioamide